3-(4-Fluoro-2-methoxyphenoxy)-N-(3-(methylcarbamoyl)phenyl)-6-(trifluoromethyl)pyridazine-4-carboxamide FC1=CC(=C(OC=2N=NC(=CC2C(=O)NC2=CC(=CC=C2)C(NC)=O)C(F)(F)F)C=C1)OC